6-{[3-(3-chloro-2-methylphenyl)piperidin-3-yl]amino}-1,3,3-trimethylindol-2-one ClC=1C(=C(C=CC1)C1(CNCCC1)NC1=CC=C2C(C(N(C2=C1)C)=O)(C)C)C